FC=1C=C(C=C(C1)OC)[C@@H](CO)NC([C@@H](C)N1C(C2=CC(=CC=C2C1)B1OC(C(O1)(C)C)(C)C)=O)=O (R)-N-((S)-1-(3-fluoro-5-methoxyphenyl)-2-hydroxyethyl)-2-(1-oxo-6-(4,4,5,5-tetramethyl-1,3,2-dioxaborolan-2-yl)isoindolin-2-yl)propanamide